ClC=1C=C(C(=O)NCC2C(CN(CC2([2H])[2H])C(=O)OC(C)(C)C)([2H])[2H])C=C(C1)F tert-butyl 4-[[(3-chloro-5-fluoro-benzoyl)amino]methyl]-3,3,5,5-tetradeuterio-piperidine-1-carboxylate